2-[4-[3-fluoro-4-(2,3,4-trifluorophenyl)phenyl]cyclohex-3-en-1-yl]-5-propyltetrahydropyran FC=1C=C(C=CC1C1=C(C(=C(C=C1)F)F)F)C1=CCC(CC1)C1OCC(CC1)CCC